CC(=O)N[C@@H]1[C@H]([C@@H]([C@H](O[C@@H]1O[C@H]2[C@@H]([C@H](OC([C@@H]2O)O)CO)O)CO)O)O The molecule is an amino disaccharide that is D-glucopyranose in which the hydroxy group at position 3 has been converted into the corresponding 2-acetamido-2-deoxy-alpha-D-glucopyranosyl derivative. It is an amino disaccharide, a glycosylglucose derivative and a member of acetamides. It derives from a D-glucopyranose and a N-acetyl-alpha-D-glucosamine.